(S)-N-(5-(cyclopropylmethoxy)pyridin-2-yl)-2-((R)-4,4-difluoro-3-(6-oxo-1,6-dihydropyridazin-3-yl)piperidin-1-yl)propanamide C1(CC1)COC=1C=CC(=NC1)NC([C@H](C)N1C[C@@H](C(CC1)(F)F)C1=NNC(C=C1)=O)=O